C1(CC1)COC=1C=C(C=CC1OC)C(CN1C(=CC(C=C1C)=O)C)=O 1-(2-(3-cyclopropylmethoxy-4-methoxyphenyl)-2-oxoethyl)-2,6-dimethylpyridin-4(1H)-one